CC1=C(C=CC(=C1)C)N1C=C(C(C2=CC(=C(C=C12)N1[C@H](CCC1)COC1=NC=CC=C1)F)=O)C(=O)O (R)-1-(2,4-dimethyl-phenyl)-6-fluoro-4-oxo-7-(2-((pyridin-2-yloxy)methyl)pyrrolidin-1-yl)-1,4-dihydro-quinoline-3-carboxylic acid